C(C)(=O)C(C)(O)C1=CC=CC=C1 acetylphenyl-1-ethanol